N-[3-[(2,3-dihydroxybenzoyl)amino]-2-[[(2,3-dihydroxybenzoyl)amino]methyl]-2-methyl-propyl]-2,3-dihydroxy-benzamide OC1=C(C(=O)NCC(CNC(C2=C(C(=CC=C2)O)O)=O)(C)CNC(C2=C(C(=CC=C2)O)O)=O)C=CC=C1O